C1=CC=CC=2C3=CC=CC=C3C(C12)COC(=O)N(C(C(=O)OC(C)(C)C)CC1=CC(=C(C=C1)OC)OC)C tert-Butyl 2-((((9H-fluoren-9-yl)methoxy) carbonyl)(methyl)amino)-3-(3,4-dimethoxyphenyl)propanoate